C(C)(C)(C)OC(N[C@H](C(=O)NNCCC(=O)N)CC(C)C)=O (S)-(1-(2-(3-amino-3-oxopropyl)hydrazino)-4-methyl-1-oxopentan-2-yl)carbamic acid tert-butyl ester